NN1C(=NC(=C1C(=O)N)C1=CC=C(C=C1)C(NC1=NC=CC(=C1)OC)=O)[C@H]1N(CCCC1)C(C(=C)F)=O (S)-1-amino-2-(1-(2-fluoroacryloyl)piperidin-2-yl)-4-(4-((4-methoxypyridin-2-yl)carbamoyl)phenyl)-1H-imidazole-5-carboxamide